ClC=1C=C2C(=NC(=NC2=C(C1)OC)O)O 6-chloro-8-methoxyquinazoline-2,4-diol